C(C1=CC=CC=C1)OCC1=NN(C(N1CC)=O)C=1C(=C(C(=O)N(CC=C(CC)C)C2=C(C=CC=C2F)Cl)C=C(C1)F)I (3-((benzyloxy)methyl)-4-ethyl-5-oxo-4,5-dihydro-1H-1,2,4-triazol-1-yl)-N-(2-chloro-6-fluorophenyl)-5-fluoro-2-iodo-N-(3-methylpent-2-en-1-yl)benzamide